ClC1=NC(=NC2=CC3=C(C=C12)N(C(C3(CCOC)OC)=O)C)C 4-chloro-8-methoxy-8-(2-methoxyethyl)-2,6-dimethyl-6,8-dihydro-7H-pyrrolo[2,3-g]quinazolin-7-one